C(=O)O.COC1=CC=C(CN2N=CC(=C2)C=2SC=C(N2)C(=O)NC=2C(=NN(C2)CC(C(F)(F)F)O)C2=NC=CC=C2)C=C1 2-(1-(4-methoxybenzyl)-1H-pyrazol-4-yl)-N-(3-(pyridin-2-yl)-1-(3,3,3-trifluoro-2-hydroxypropyl)-1H-pyrazol-4-yl)thiazole-4-carboxamide formate